C(CCCCCCCCCCCCC)(=O)OC[C@@H](OC(CCCCCCCCCCCCCCCCC)=O)CO 1-myristoyl-2-stearoyl-sn-glycerol